(3S)-3-({N-[(4-methoxy-1H-indol-2-yl) carbonyl]-L-leucyl}amino)-2-oxo-4-[(3S)-2-oxopyrrolidin-3-yl]butyl 2,4,6-trimethylpyrimidine-5-carboxylate CC1=NC(=C(C(=N1)C)C(=O)OCC([C@H](C[C@H]1C(NCC1)=O)NC([C@@H](NC(=O)C=1NC2=CC=CC(=C2C1)OC)CC(C)C)=O)=O)C